CC(C)CCCCCCCCC/C=C/[C@H]([C@H](CO)N)O The molecule is a sphingoid that is hexadecasphing-4-enine substituted at position 15 by a methyl group. It is a sphingoid and an aminodiol. It is a conjugate base of a 15-methylhexadecasphing-4-enine(1+).